1-(4-iodo-2-pyridyl)-4-methyl-piperazine IC1=CC(=NC=C1)N1CCN(CC1)C